9,9-dimethyl-2-[3'-(triphenylen-2-yl)-1,1'-biphenyl-4-yl]-4,6-diphenyl-1,3,5-triazine CC1(C=2C3=CC=CC=C3C=3C=CC(=CC3C2C=CC1)C=1C=C(C=CC1)C1=CC=C(C=C1)C1=NC(=NC(=N1)C1=CC=CC=C1)C1=CC=CC=C1)C